(S)-N-(4-tert-butoxy-2-(3-((methylamino)methyl)piperidin-1-yl)-3-(trifluoromethyl)phenyl)-2-(pyridazin-4-yl)thiazole-4-carboxamide C(C)(C)(C)OC1=C(C(=C(C=C1)NC(=O)C=1N=C(SC1)C1=CN=NC=C1)N1C[C@@H](CCC1)CNC)C(F)(F)F